Br.C1(CCCCC1)N cyclohexylamine HBr